(5S,8S,13R)-13-((benzyloxy)methyl)-1-(9H-fluoren-9-yl)-5,8-dimethyl-3,6,9-trioxo-2,12-dioxa-4,7,10-triazatetradecan-14-oic acid C(C1=CC=CC=C1)OC[C@@H](OCNC([C@@H](NC([C@@H](NC(OCC1C2=CC=CC=C2C=2C=CC=CC12)=O)C)=O)C)=O)C(=O)O